FC1=CC=C(CN2N=CC(=C2)C(=O)N2CC3(CN(C3)C(=O)OC(C)(C)C)[C@@H](C2)CO)C=C1 tert-butyl (S)-6-(1-(4-fluorobenzyl)-1H-pyrazole-4-carbonyl)-8-(hydroxymethyl)-2,6-diazaspiro[3.4]octane-2-carboxylate